C(#N)C=1C=CC(=NC1)N(CCC1OCC2(CN(C2)C(=O)OC(C)(C)C)CO1)CC1=CC(=C(C=C1)OC)OC tert-butyl 7-(2-((5-cyanopyridin-2-yl)(3,4-dimethoxybenzyl)amino)ethyl)-6,8-dioxa-2-azaspiro[3.5]nonane-2-carboxylate